4'-(11,11-bisphosphonoundecanoxy)-7,5-dihydroxyflavone P(=O)(O)(O)C(CCCCCCCCCCOC1=CC=C(C=2OC3=CC(=CC(=C3C(C2)=O)O)O)C=C1)P(=O)(O)O